2-methoxy-4-methyl-N-(p-tolyl-methyl)-7-(trifluoromethyl)-quinoline-3-carboxylic acid amide COC1=NC2=CC(=CC=C2C(=C1C(=O)NCC1=CC=C(C=C1)C)C)C(F)(F)F